2-((4-amino-3-(1H-pyrazol-4-yl)-1H-pyrazolo[3,4-d]pyrimidin-1-yl)methyl)-6-fluoro-3-phenyl-4H-chromen-4-one (Z)-Methyl-Docosa-4,7,10,13,16,19-hexaenoate COC(CC\C=C/CC=CCC=CCC=CCC=CCC=CCC)=O.NC1=C2C(=NC=N1)N(N=C2C=2C=NNC2)CC=2OC1=CC=C(C=C1C(C2C2=CC=CC=C2)=O)F